C(C1=CC=CC=C1)N1C2=C(N(C3=C(C1=O)C=CC(=C3)Cl)CCCCN(C/C=C/C#N)C)C=CC=C2 (E)-4-{[4-(10-benzyl-3-chloro-11-oxo-10,11-dihydro-5H-dibenzo[b,e][1,4]diazepin-5-yl)butyl](methyl)amino}but-2-enenitrile